CN1C[C@@H](CCC1)N1N=NC2=C1N=NC(=C2)C2=C(C=C(C=C2)C(F)(F)F)O (R)-2-(3-(1-methylpiperidin-3-yl)-3H-[1,2,3]triazolo[4,5-c]pyridazin-6-yl)-5-(trifluoromethyl)phenol